C1(=CC=CC=C1)C1NCCN(CC1)C1=NC=CC(=N1)NC=1C=C2C=NNC2=CC1 N-(2-(5-phenyl-1,4-diazepan-1-yl)pyrimidin-4-yl)-1H-indazol-5-amine